CC(C[C@@H]1C(C[C@@H]2N(CCC3=CC(=C(C=C23)OC)OC)C1)=O)(C)C (3S,11bS)-3-(2,2-dimethylpropyl)-9,10-dimethoxy-1H,2H,3H,4H,6H,7H,11bH-pyrido[2,1-a]isoquinolin-2-one